C(C)(C)(C)OC(=O)NC(CN(C(OC)=O)C1(CC1)C1=CC(=CC=C1)C(F)(F)F)(C)C methyl (2-((tert-butoxycarbonyl)amino)-2-methylpropyl)(1-(3-(trifluoromethyl)phenyl)cyclopropyl)carbamate